COC=1C=C(OC2C3CC4(CC(CC2C4)C3)C(=O)O)C=CC1NC1=NC=C(C(=N1)NC1=C(C=CC=C1C(NC)=O)C)C(F)(F)F 4-(3-methoxy-4-((4-((2-methyl-6-(methylcarbamoyl)phenyl)amino)-5-(trifluoromethyl)pyrimidin-2-yl)amino)phenoxy)adamantan-1-carboxylic acid